NN1C(=NC(=C1C(=O)N)C1=CC=C(C=C1)C(NC1=NC=CC=C1)=O)[C@H]1N(CCC1)C(\C=C\CC)=O (S,E)-1-Amino-2-(1-(pent-2-enoyl)pyrrolidin-2-yl)-4-(4-(pyridin-2-ylcarbamoyl)phenyl)-1H-imidazol-5-carboxamid